BrC=1C=C2C=C(C(=C(C2=CC1)C1=CC=CC=C1)C1=CC=CC=C1)CC1=CC(=CC=C1)Br 6-bromo-3-(3-bromobenzyl)-1,2-diphenylnaphthalene